(5'S,7a'R)-1-{8-[1-methyl-3-(trifluoromethyl)-1H-pyrazol-5-yl][1,2,4]triazolo[1,5-a]pyridin-5-yl}-5'-phenyltetrahydro-3'H-spiro[piperidine-4,2'-pyrrolo[2,1-b][1,3]oxazol]-3'-one CN1N=C(C=C1C=1C=2N(C(=CC1)N1CCC3(C(N4[C@H](O3)CC[C@H]4C4=CC=CC=C4)=O)CC1)N=CN2)C(F)(F)F